C(C)C(CN(C(CC(C)=O)=O)CC(CCCC)CC)CCCC.C(C)C(CN(C(CC(C)=O)=O)CC(CCCC)CC)CCCC.C(C)C(CN(C(CC(C)=O)=O)CC(CCCC)CC)CCCC.[Fe+3] iron (III) tris(N,N-bis(2-ethylhexyl)-3-oxo-butanamide)